(4-chlorophenyl)ethan-1-ol ClC1=CC=C(C=C1)C(C)O